phenylisatin C1=CC=C(C=C1)N2C3=CC=CC=C3C(=O)C2=O